1-(3-benzyl-1,2,4-oxadiazol-5-yl)-5-((tert-butoxycarbonyl)amino)pentan-1-aminium 4-methylbenzenesulfonate CC1=CC=C(C=C1)S(=O)(=O)[O-].C(C1=CC=CC=C1)C1=NOC(=N1)C(CCCCNC(=O)OC(C)(C)C)[NH3+]